(2,4,5-trimethyl-2,3-dihydro-1H-inden-2-yl)methanol CC1(CC2=CC=C(C(=C2C1)C)C)CO